(R)-1-[(S)-2-[bis-(4-methoxyphenyl)phosphino]ferrocenyl]ethyl-di-tert-butylphosphine COC1=CC=C(C=C1)P(C=1[C-](C=CC1)[C@@H](C)P(C(C)(C)C)C(C)(C)C)C1=CC=C(C=C1)OC.[CH-]1C=CC=C1.[Fe+2]